1-(4-nitro-2-(1-methyl-1H-tetrazol-5-yl)phenyl)pentan-1-ol tert-butyl-2-(2-amino-4-fluorophenyl)-1-methylhydrazine-1-carboxylate C(C)(C)(C)N(N(C(=O)OC(CCCC)C1=C(C=C(C=C1)[N+](=O)[O-])C1=NN=NN1C)C)C1=C(C=C(C=C1)F)N